FC=1C(=NC(=NC1)OC)C(C(=O)O)C 2-(5-fluoro-2-methoxypyrimidin-4-yl)propanoic acid